4-((4-methoxybenzyl)oxy)-6-((2,2,2-trifluoroethyl)amino)pyrazolo[1,5-a]pyridine-3-carbonitrile COC1=CC=C(COC=2C=3N(C=C(C2)NCC(F)(F)F)N=CC3C#N)C=C1